CC(C(=O)OCN1C(N(C=2N=C(N(C2C1=O)C1=CC=C(C=C1)Cl)C1=C(C=CC=C1)Cl)COC(C(C)(C)C)=O)=O)(C)C [8-(2-chlorophenyl)-7-(4-chlorophenyl)-3-[[(2,2-dimethylpropanoyl)oxy]methyl]-2,6-dioxopurin-1-yl]methyl 2,2-dimethylpropanoate